N1CC(C1)CNC(C1=CC=C(C=C1)C1CC2(CC(C2)C#N)CCN1CC1=C2C=CNC2=C(C=C1OC)C)=O N-(azetidin-3-ylmethyl)-4-(2-cyano-7-((5-methoxy-7-methyl-1H-indol-4-yl)methyl)-7-azaspiro[3.5]nonan-6-yl)benzamide